Cl.Cl.NCC(C)(C)N(C)C (2-amino-1,1-dimethylethyl)dimethylamine dihydrochloride